2-methyl-1,6-hexylene glycol CC(CO)CCCCO